3-(2,6-dichloro-3,5-dimethoxy-phenyl)-1-{6-[4-(4-ethyl-piperazin-1-yl)-phenylamino]pyrimidin-4-yl}-1-methyl-urea ClC1=C(C(=C(C=C1OC)OC)Cl)NC(N(C)C1=NC=NC(=C1)NC1=CC=C(C=C1)N1CCN(CC1)CC)=O